OC1=C(C=C(C(=O)OC)C=C1C)C Methyl 4-hydroxy-3,5-dimethylbenzoate